NCN(C1=CC=CC=C1)CCCC (aminomethyl)-N-butylaniline